N-[2-(benzyloxycarbonylamino)-3-methyl-butyl]Carbamic acid tert-butyl ester C(C)(C)(C)OC(NCC(C(C)C)NC(=O)OCC1=CC=CC=C1)=O